C(C=C)(=O)OC(CSC=1SC(=NN1)SCCCCC)CC 2-acryloxy-n-butylthio-5-n-pentylthio-1,3,4-thiadiazole